NC1=NC=C(C2=C1C=NN2)NC(=O)C(=O)N(CC2=C(C=C(C=C2)C(F)(F)F)C)C N-(4-amino-1H-pyrazolo[4,3-c]pyridin-7-yl)-N'-methyl-N'-[[2-methyl-4-(trifluoromethyl)phenyl]methyl]oxamide